O1C=CC=2C1=CN=NC2 furo[2,3-d]pyridazine